5-amino-6-(2-chloro-5-fluorophenyl)-7-(4-methoxybenzyl)-6,7-dihydro-8H-imidazo[1,5-a]pyrrolo[3,4-e]pyridin-8-one NC1=CC=2N(C3=C1C(N(C3=O)CC3=CC=C(C=C3)OC)C3=C(C=CC(=C3)F)Cl)C=NC2